4-(2,4-difluorophenyl)-6,7-dimethyl-2-((2S)-2-(2-methyl-4-pyridinyl)-4-morpholinyl)pteridine tert-butyl-(S)-4-(4-((2,6-dioxopiperidin-3-yl)carbamoyl)phenyl)piperazine-1-carboxylate C(C)(C)(C)OC(=O)N1CCN(CC1)C1=CC=C(C=C1)C(N[C@@H]1C(NC(CC1)=O)=O)=O.FC1=C(C=CC(=C1)F)C1=NC(=NC2=NC(=C(N=C12)C)C)N1C[C@@H](OCC1)C1=CC(=NC=C1)C